6-fluoro-8-(7-fluoro-1H-indol-4-yl)-1,4,4,9-tetramethyl-5H-[1,2,4]triazolo[4,3-a]quinoxaline FC1=C2NC(C=3N(C2=C(C(=C1)C1=C2C=CNC2=C(C=C1)F)C)C(=NN3)C)(C)C